BrC=1C=CC=NC1C 5-bromo-6-methyl-pyridin